CN(C)[SiH](CC=C)N(C)C bis(dimethylamino)-vinylmethylsilane